ClC1=CC=C2C(=NC(N(C2=C1)C1=NC=CC=C1)=O)NC 7-Chloro-4-(methylamino)-1-(pyridin-2-yl)quinazolin-2(1H)-one